FC1=NC(=CC(=C1)NC(N)=O)F 3-(2,6-difluoropyridin-4-yl)urea